ClC=1C=C2C3=C(N(C2=C(C1)C=1C(=NC=CC1)Cl)CC)C=NC=C3 6-Chloro-8-(2-chloro-pyridin-3-yl)-9-ethyl-9H-pyrido[3,4-b]indole